N1(CCOCC1)C1=NC2=C(N=CC=C2C(=C1)C=1C=C2C=CC=NC2=CC1)C1=CC=NN1 2-(morpholin-4-yl)-8-(1H-pyrazol-5-yl)-4-(quinolin-6-yl)-1,7-naphthyridine